COC1CC(C1)(C1=NN=CN1C)C=1C=C(C=C(C1)C)N1C(C2=CC(=CC(=C2C1)C(F)(F)F)CNC1(CCC1)C)=O 2-(3-((1s,3s)-3-methoxy-1-(4-methyl-4H-1,2,4-triazol-3-yl)cyclobutyl)-5-methyl-phenyl)-6-(((1-methylcyclobutyl)amino)methyl)-4-(trifluoromethyl)isoindolin-1-one